diisopropyl (4-(2-((tert-butyldimethylsilyl)oxy)ethyl)phenyl)boronate [Si](C)(C)(C(C)(C)C)OCCC1=CC=C(C=C1)B(OC(C)C)OC(C)C